NC=1C2=C(N=C(N1)C)N(C=C2C2=C(C=C(C=C2)NC(CC2=NC(=CC=C2)C)=O)C)C N-(4-(4-amino-2,7-dimethyl-7H-pyrrolo[2,3-d]pyrimidin-5-yl)-3-methylphenyl)-2-(6-methylpyridin-2-yl)acetamide